(4,5-dichloro-1H-indol-2-yl)-[(3R)-3-(dimethylamino)pyrrolidin-1-yl]methanone ClC1=C2C=C(NC2=CC=C1Cl)C(=O)N1C[C@@H](CC1)N(C)C